2-(4-cyclopropyl-6-methoxypyrimidin-5-yl)-8-({4-[1-(2,2-difluoroethyl)-4-(trifluoromethyl)imidazol-2-yl]phenyl}methyl)pyrido[2,3-d]pyrimidin-7-one C1(CC1)C1=NC=NC(=C1C=1N=CC2=C(N1)N(C(C=C2)=O)CC2=CC=C(C=C2)C=2N(C=C(N2)C(F)(F)F)CC(F)F)OC